C(CCCCCC)NCCCN N-heptylpropane-1,3-diamine